FC1=CC(=C(C=C1N1N=CC=C1)O)C1=NC=C(N=C1)C=C1CC(NC(C1)(C)C)(C)C 4-fluoro-5-(1H-pyrazol-1-yl)-2-(5-((2,2,6,6-tetramethylpiperidin-4-ylidene)methyl)pyrazin-2-yl)phenol